N'-{5-[acetyl(hydroxy)amino]-pentyl}-N-[5-({4-[(5-aminopentyl)(hydroxy)amino]-4-oxobutanoyl}-amino)pentyl]-N-hydroxy-succinamide C(C)(=O)N(CCCCCNC(CCC(=O)N(O)CCCCCNC(CCC(=O)N(O)CCCCCN)=O)=O)O